(R)-6-chloro-2-ethyl-2-methyl-2,3-dihydro-[1,4]oxaazepino[6,5-c][1,5]naphthyridin-5(1H)-one ClC1=NC=2C=CC=NC2C2=C1C(OC[C@@](N2)(C)CC)=O